COC1=CC=C(CN(S(=O)(=O)C=2C(=C(C=CC2S(=O)(=O)C2CN(C2)C(=O)OC(C)(C)C)B(O)O)C=2N=NN(N2)CC2=CC=C(C=C2)OC)CC2=CC=C(C=C2)OC)C=C1 (3-(N,N-Bis(4-methoxybenzyl)sulfamoyl)-4-((1-(tert-butoxycarbonyl)azetidin-3-yl)sulfonyl)-2-(2-(4-methoxybenzyl)-2H-tetrazol-5-yl)phenyl)boronic acid